C(#CCCC(=O)[O-])C(=O)[O-] butyne-1,4-dicarboxylate